C(C)(C)(C)C(C(=O)O)CCCCCCCCCCCCCCCCCC(=O)O Tert-butyleicosanedioic acid